4-ethylpiperazine C(C)N1CCNCC1